CN(C1CCC(CC1)NC(OC(C)(C)C)=O)CC1COC1 tert-butyl N-[4-[methyl(oxetan-3-ylmethyl)amino]cyclohexyl]carbamate